3-(2-Boronoethyl)-2-hydroxy-6-{[1-(2-methyl-L-seryl)azetidin-3-yl]oxy}benzoic acid B(O)(O)CCC=1C(=C(C(=O)O)C(=CC1)OC1CN(C1)C([C@@](N)(CO)C)=O)O